(2S,3S)-2-acetamido-N-((S)-1-(((R)-1-(((S)-1-amino-1-oxopropan-2-yl)amino)-1-oxo-3-phenylpropan-2-yl)amino)-3-methyl-1-oxobutan-2-yl)-3-methylpentanamide C(C)(=O)N[C@H](C(=O)N[C@H](C(=O)N[C@@H](C(=O)N[C@H](C(=O)N)C)CC1=CC=CC=C1)C(C)C)[C@H](CC)C